3-(3,4-dimethoxyphenyl)-2-aminopropionic acid COC=1C=C(C=CC1OC)CC(C(=O)O)N